COC1=CC=C(CN(S(=O)(=O)[C@H](CC(=O)OC)CCC=C)CC2=CC=C(C=C2)OC)C=C1 (S)-METHYL 3-(N,N-BIS(4-METHOXYBENZYL)SULFAMOYL)HEPT-6-ENOATE